(4-bromo-2-methoxyphenyl)boronic acid BrC1=CC(=C(C=C1)B(O)O)OC